C12(CC3CC(CC(C1)C3)C2)C2=C(C(C=O)=CC(=C2)C(C)(C)C)O 3-adamantyl-5-tertiary butyl-salicylaldehyde